F[C@H]1CC[C@@]2([C@H]3CC[C@@]4([C@H](CC[C@H]4[C@@H]3CC=C2C1)[C@@H](CCC(=O)N(C)C)C)C)C (R)-4-((3S,8S,9S,10R,13R,14S,17R)-3-fluoro-10,13-dimethyl-2,3,4,7,8,9,10,11,12,13,14,15,16,17-tetradecahydro-1H-cyclopenta[a]phenanthren-17-yl)-N,N-dimethylpentanamide